[2H]C1=NC2=C(C=CC(=C2C=C1)N1C[C@H]2N([C@@H](C1)C)C[C@H](C2)N2CC1CCC(C2)N1)C#N 2-Deuterio-5-[(4R,7S,8aS)-7-(3,8-diazabicyclo[3.2.1]octan-3-yl)-4-methyl-3,4,6,7,8,8a-hexahydro-1H-pyrrolo[1,2-a]pyrazin-2-yl]quinoline-8-carbonitrile